1-(3-(4-methoxyphenyl)-1,2,4-oxadiazol-5-yl)-N-(((R)-1-(((S)-1-methylpiperidin-3-yl)methyl)pyrrolidin-3-yl)methyl)piperidine-4-carboxamide COC1=CC=C(C=C1)C1=NOC(=N1)N1CCC(CC1)C(=O)NC[C@@H]1CN(CC1)C[C@@H]1CN(CCC1)C